tert-butyl (R)-(1-methylpiperidin-3-yl)carbamate CN1C[C@@H](CCC1)NC(OC(C)(C)C)=O